CNC(=O)C=1C=C2C=CC=C(C2=CC1)OC1=CC=C(C=N1)C(=O)Cl 6-[[6-(methylcarbamoyl)-1-naphthyl]oxy]pyridine-3-carbonyl chloride